C(CCCCCCCCCCCCCCCCC)(=O)C(OP(OC[C@@H](CO)O)(=O)[O-])C[N+](C)(C)C 9Z-octadecanoyl-sn-glycero-3-phosphocholine